5,7-dihydroxy-2-(3,4,5-trimethoxyphenyl)chroman-4-one OC1=C2C(CC(OC2=CC(=C1)O)C1=CC(=C(C(=C1)OC)OC)OC)=O